S1C(=NN=C1)C1=CN=CC(=N1)N1CC(CCC1)(F)C=1SC(=NN1)C1=NC(=CC=C1)C(F)(F)F 2-(1-(6-(1,3,4-thiadiazol-2-yl)pyrazin-2-yl)-3-fluoropiperidin-3-yl)-5-(6-(trifluoromethyl)pyridin-2-yl)-1,3,4-thiadiazole